BrC=1C=C(C(=NC1)N1CCN(CC1)C)OC 1-(5-bromo-3-methoxy-2-pyridinyl)-4-methylpiperazine